1,3,3a,4,5,9b-hexahydro-7-methyl-5-(tetrahydro-2,5-bisoxyl-3-furyl)-naphtho[1,2-c]-furan-1,3-dione CC=1C=C2C(CC3C(C(OC3=O)=O)C2=CC1)C1C(OC(C1)O)O